C(CCCCC)C(C(=O)OC1=CC=C(C=C1)CC(=O)OCCCN1CCN(CC1)CCCOC(CC1=CC=C(C=C1)OC(C(CCCCCCCC)CCCCCC)=O)=O)CCCCCCCC.C(C(=C)C)(=O)OCCN1C(NCC1)=O N-(2-methacryloyloxyethyl)imidazolidin-2-one [[[Piperazine-1,4-diylbis[propane-3,1-diyl]]bis[oxy]]bis[2-oxoethane-2,1-diyl]]bis[4,1-phenylene] bis[2-hexyldecanoate]